BrC=1C(=N[Se]N1)Br dibromo[1,2,5]selenadiazole